2,3,5,6-tetra-aminopyridine NC1=NC(=C(C=C1N)N)N